CNC1OCC1 N-methyl-oxetaneamine